ClC=1C=CC2=C(N=C(S2)C2CC3(CC(C3)NC(=O)C3=CC(=NC=C3)S(=O)(=O)C3CC3)C2)C1 (Sa)-N-[6-(5-chloro-1,3-benzothiazol-2-yl)spiro[3.3]heptan-2-yl]-2-cyclopropylsulfonyl-pyridine-4-carboxamide